1-hydroxy-1,1,3,3,5,5,7,7-octamethyl-7-vinyltetrasiloxane O[Si](O[Si](O[Si](O[Si](C=C)(C)C)(C)C)(C)C)(C)C